5-Amino-2-chloro-N-(3-(2,2-difluoroacetamido)-2,4-difluorophenyl)benzamide NC=1C=CC(=C(C(=O)NC2=C(C(=C(C=C2)F)NC(C(F)F)=O)F)C1)Cl